CC(C)CC(C)C 2,4-DIMETHYL-PENTANE